1,12-dimethylbenzoanthracene CC1=CC=CC=2C=CC=3C=C4C=CC=CC4=C(C3C21)C